2,4-diphenyl-6-(10-(pyridin-3-yl)anthracen-9-yl)-1,3,5-triazine C1(=CC=CC=C1)C1=NC(=NC(=N1)C1=CC=CC=C1)C=1C2=CC=CC=C2C(=C2C=CC=CC12)C=1C=NC=CC1